CN(C(=O)C1=NC(=NC(=C1)NC1=NN2C(C=C(C=C2)C=2N(N=CC2OC[C@@H]2N(CC2)C)C)=C1)C)C N,N,2-trimethyl-6-[[5-[2-methyl-4-[[(2R)-1-methylazetidin-2-yl]methoxy]pyrazol-3-yl]pyrazolo[1,5-a]pyridin-2-yl]amino]pyrimidine-4-carboxamide